3-trifluoromethylphenylcarbamate FC(C=1C=C(C=CC1)NC([O-])=O)(F)F